C(N)(=O)C=1C=CC2=C(N=C(C3=CC=NC=C23)NCCC(C)(C)NC(CCN(C(OC(C)(C)C)=O)CC2=CC(=C(C=C2)C2=CC=CC=C2)Cl)=O)C1 tert-Butyl (3-((4-((8-carbamoylbenzo[c][2,6]naphthyridin-5-yl)amino)-2-methylbutan-2-yl)amino)-3-oxopropyl)((2-chloro-[1,1'-biphenyl]-4-yl)methyl)carbamate